Methyl 5-(3'-((3-(ethylsulfonamido)pyrrolidin-2-yl)methyl)-[1,1'-biphenyl]-2-yl)pent-4-enoate hydrochloride Cl.C(C)S(=O)(=O)NC1C(NCC1)CC=1C=C(C=CC1)C1=C(C=CC=C1)C=CCCC(=O)OC